ClC1=C(C=C2C(=C(N(C2=C1F)C)C1=NC(=NN1)[C@@H](CN(C)C)OC)C=1C=NNC1)OC (R)-2-(5-(6-chloro-7-fluoro-5-methoxy-1-methyl-3-(1H-pyrazol-4-yl)-1H-indol-2-yl)-1H-1,2,4-triazol-3-yl)-2-methoxy-N,N-dimethylethan-1-amine